(2-chloro-7-methyl-4-morpholinothieno[3,2-d]pyrimidin-6-yl)methanol ClC=1N=C(C2=C(N1)C(=C(S2)CO)C)N2CCOCC2